5-(2'-(4-methyl-4H-1,2,4-triazol-3-yl)-[1,1'-biphenyl]-3-yl)-6-oxo-3-(trifluoromethyl)-1,6-dihydropyridine-2-carboxylate CN1C(=NN=C1)C1=C(C=CC=C1)C1=CC(=CC=C1)C1=CC(=C(NC1=O)C(=O)[O-])C(F)(F)F